L-aspartic acid (L-aspartate) N[C@@H](CC(=O)O)C(=O)O.N[C@@H](CC(=O)O)C(=O)O